BrC=1C=C(C(=NC1)C(=O)O)N1CCC2(CC2)CC1 5-Bromo-3-(6-azaspiro[2.5]octan-6-yl)picolinic acid